tert-butyl (E)-(4-((2-amino-4-carbamoyl-6-((4-methoxybenzyl)oxy)phenyl)amino)but-2-en-1-yl)carbamate NC1=C(C(=CC(=C1)C(N)=O)OCC1=CC=C(C=C1)OC)NC/C=C/CNC(OC(C)(C)C)=O